ClC=1C(=NC(=NC1)N1C[C@H]([C@@H](CC1)NC1=CC=C2C(=NN(C2=C1)C)C1C(NC(CC1)=O)=O)C)NC=1C=C2CC(N(C2=C(C1)F)C)=O 3-(6-(((3R,4R)-1-(5-chloro-4-((7-fluoro-1-methyl-2-oxoindolin-5-yl)amino)pyrimidin-2-yl)-3-methylpiperidin-4-yl)amino)-1-methyl-1H-indazol-3-yl)piperidine-2,6-dione